azabicyclo[2.2.1]hept-5-ene-3-one N12CC(C(C=C1)C2)=O